Cl.C(C)OC(=O)[C@H]1C2CCC([C@@H]1N)CC2 ethyl-(2s,3s)-3-aminobicyclo[2.2.2]octane-2-formate hydrochloride